1'-((1r,4r)-4-isopropylcyclohexyl)spiro[indoline-3,4'-piperidin]-2-one C(C)(C)C1CCC(CC1)N1CCC2(CC1)C(NC1=CC=CC=C12)=O